COC(CCC1=CC=C(C=C1)NC(C1=CN=C(C=C1Cl)Cl)=O)=O.CC1(C(C1CCCCC)C=1C(CCC1C)=O)C 2-(2,2-dimethyl-3-pentyl-cyclopropyl)-3-methylcyclopent-2-en-1-one methyl-3-(4-(4,6-dichloronicotinamido)phenyl)propanoate